COC(C1=CC(=C(C=C1)OC)NS(=O)(=O)C1=C(C=CC(=C1)C(F)(F)F)N1CCCCC1)=O 4-methoxy-3-((2-(piperidin-1-yl)-5-(trifluoromethyl)phenyl)sulphonylamino)benzoic acid methyl ester